C1(=C(C(=C(C(=C1O)O)O)O)O)O 1,2,3,4,5,6-Benzenehexol